N1(CCC1)C1=CC2=C(C=C(O2)C(=O)NS(=O)(=O)C2=CC=CC=3OC(C(OC32)(F)F)(F)F)C(=C1)F 6-(Azetidin-1-yl)-4-fluoro-N-(2,2,3,3-tetrafluoro-2,3-dihydro-1,4-benzodioxine-5-sulfonyl)-1-benzofuran-2-carboxamide